ClC=1C(=NC(=NC1)NC=1C=CC2=C(CCC(CC2)N2CCCC2)C1)NC1=C(C=C(C=C1)COC)P(C)(C)=O 2-((5-chloro-2-((7-(pyrrolidin-1-yl)-6,7,8,9-tetrahydro-5H-benzo[7]annulene-2-yl)amino)pyrimidin-4-yl)amino)-5-(methoxymethyl)phenyldimethylphosphine oxide